(S)-N-(4'-((4-(sec-butoxy)-6-(methylsulfonyl)pyridin-2-yl)amino)-5-(2-hydroxypropan-2-yl)-[2,3'-bipyridin]-6'-yl)acetamide [C@H](C)(CC)OC1=CC(=NC(=C1)S(=O)(=O)C)NC1=C(C=NC(=C1)NC(C)=O)C1=NC=C(C=C1)C(C)(C)O